4-(4-(1,2-Dihydroxyethyl)-1-(4-(trifluoromethoxy)phenyl)-1H-pyrazolo[3,4-b]pyridin-3-yl)piperazine-1-carboxylic acid tert-butyl ester C(C)(C)(C)OC(=O)N1CCN(CC1)C1=NN(C2=NC=CC(=C21)C(CO)O)C2=CC=C(C=C2)OC(F)(F)F